O=C1NC(CCC1N1C(C2=CC(=CC(=C2C1)NC(OC(C)(C)C)=O)O)=O)=O tert-butyl N-[2-(2,6-dioxo-3-piperidyl)-6-hydroxy-1-oxo-isoindolin-4-yl]carbamate